(R)-N-(1,1-dioxido-2,3-dihydrothiophen-3-yl)-2-hydroxy-6-iodonicotinamide O=S1(C[C@@H](C=C1)NC(C1=C(N=C(C=C1)I)O)=O)=O